5-chloro-2-{[4-hydroxy-4-(trifluoromethyl)piperidin-1-yl]methyl}-7,8-dihydro-6H-spiro[[1,3]oxazolo[5,4-f]quinazoline-9,1'-cyclohexan]-7-one ClC=1C=C2C(=C3C1NC(NC31CCCCC1)=O)OC(=N2)CN2CCC(CC2)(C(F)(F)F)O